N-(4-benzyl-5-(4-hydroxy-4-((4-oxo-7-(3-(piperazin-1-yl)propanamido)quinazolin-3(4H)-yl)methyl)piperidin-1-yl)-5-oxopentyl)-4-chloroquinoline-7-carboxamide C(C1=CC=CC=C1)C(CCCNC(=O)C1=CC=C2C(=CC=NC2=C1)Cl)C(=O)N1CCC(CC1)(CN1C=NC2=CC(=CC=C2C1=O)NC(CCN1CCNCC1)=O)O